Cl.N1CCC(CC1)C1=CN=C(S1)NC(C)=O N-[5-(piperidin-4-yl)-1,3-thiazol-2-yl]acetamide hydrochloride